NC1=NC=C(C2=C1C(=C(N2C)C2=C(C=C(C=C2)NC(C(=C)C)=O)C)C=2C=C(C(=NC2)C(=O)NCC2(CC2)F)Cl)Br 5-(4-amino-7-bromo-1-methyl-2-{2-methyl-4-[(2-methylacryloylamino)]phenyl}pyrrolo[3,2-c]pyridin-3-yl)-3-chloro-N-[(fluorocyclopropyl)methyl]pyridine-2-carboxamide